C(#N)C=1C=C2C(=NC1)N(N=C2)C2=NC=C(C(=O)NC[C@H](C(C)(C)O)F)C(=C2)NCC(F)F (R)-6-(5-cyano-1H-pyrazolo[3,4-b]pyridin-1-yl)-4-((2,2-difluoroethyl)amino)-N-(2-fluoro-3-hydroxy-3-methylbutyl)nicotinamide